tert-butyl (1-(6-(4-chlorobenzyl)-2-isopropyl-5-oxo-2,3,5,6-tetrahydroimidazo[1,2-c]pyrido[2,3-e]pyrimidin-8-yl)piperidin-4-yl)carbamate ClC1=CC=C(CN2C(N3C(C4=C2C=C(C=N4)N4CCC(CC4)NC(OC(C)(C)C)=O)=NC(C3)C(C)C)=O)C=C1